9H-carbazole-9-ethanol dihydrochloride Cl.Cl.C1=CC=CC=2C3=CC=CC=C3N(C12)CCO